(5-Methylimidazo[1,2-a]pyridin-2-yl)methylamine dihydrochloride Cl.Cl.CC1=CC=CC=2N1C=C(N2)CN